BrC1=C(C=C(C=C1)C(C#N)(C)C)F (4-bromo-3-fluorophenyl)-2-methylpropanenitrile